N-(3-((3-cyanophenyl)(hydroxy)methyl)phenyl)-3-(trifluoromethyl)-1H-pyrazole-5-carboxamide C(#N)C=1C=C(C=CC1)C(C=1C=C(C=CC1)NC(=O)C1=CC(=NN1)C(F)(F)F)O